1-methyl-3-phenyl-5-(3-trifluoromethyl-phenyl)-1H-pyridine CN1CC(=CC(=C1)C1=CC(=CC=C1)C(F)(F)F)C1=CC=CC=C1